CC1=C(OC2=C(C=C(C=C2C1=O)C)C(C)NC1=C(C=CC=C1)P(O)(O)=O)C1=CC2=CN(N=C2C=C1)C [2-[1-[3,6-dimethyl-2-(2-methylindazol-5-yl)-4-oxo-chromen-8-yl]ethylamino]phenyl]phosphonic acid